C(C)(C)(C)OC(=O)N1C[C@@H](CC1)OCCO/C=C/C1=CC=C2CCCN(C2=N1)C(=O)OC(C)(C)C (R,E)-tert-butyl 7-(2-(2-((1-(tert-butoxycarbonyl)pyrrolidin-3-yl)oxy)ethoxy)vinyl)-3,4-dihydro-1,8-naphthyridine-1(2H)-carboxylate